FC1=C(C(=O)N=S(=O)(C)C2=C(C=CC=C2)F)C=CC(=C1)C1=NOC(=N1)C(F)(F)F 2-fluoro-N-((2-fluorophenyl)(methyl)(oxo)-λ6-sulfanylidene)-4-(5-(trifluoromethyl)-1,2,4-oxadiazol-3-yl)benzamide